ethyl 2-(2-methoxyphenyl)-4H-pyrrolo[2,3-d]thiazole-5-carboxylate COC1=C(C=CC=C1)C=1SC2=C(N1)NC(=C2)C(=O)OCC